C(C=1C(C(=O)Cl)=CC(C(=O)Cl)=CC1)(=O)Cl trimellitoyl chloride